BrC=1C(=NC2=CC(=CC=C2C1)I)NCC1=C(C=C(C=C1)OC)OC 3-bromo-N-(2,4-dimethoxybenzyl)-7-iodoquinolin-2-amine